C(C1=CC=CC=C1)OC1=CC(=C2C(C(=C(OC2=C1)C1=CC=C(C=C1)OC)OC(C1=CC=C(C=C1)OC)=O)=O)OC [7-benzyloxy-5-methoxy-2-(4-methoxyphenyl)-4-oxo-chromen-3-yl]4-methoxybenzoate